(S) or (R)-tert-butyl 4-[[1-[3-[(2,2-difluoro-1,3-benzodioxol-5-yl)-methyl-carbamoyl]phenyl]-3-(trifluoromethyl)-4,5,6,7-tetrahydroindazol-7-yl]oxy]benzoate FC1(OC2=C(O1)C=CC(=C2)N(C(=O)C=2C=C(C=CC2)N2N=C(C=1CCC[C@@H](C21)OC2=CC=C(C(=O)OC(C)(C)C)C=C2)C(F)(F)F)C)F |o1:26|